C(C)N1CCCCC1 ethyl-piperidine